3-((6-(1-methyl-1H-pyrazol-4-yl)-isoquinolin-4-yl)-oxy)benzonitrile CN1N=CC(=C1)C=1C=C2C(=CN=CC2=CC1)OC=1C=C(C#N)C=CC1